N1(N=CC=C1)CCN1C=C(C=2C1=NC(=CC2)C(=O)N2C(C(NCC2)=O)(C)C)C2=CC(=C(C=C2)Cl)F 4-(1-(2-(1H-pyrazol-1-yl)ethyl)-3-(4-chloro-3-fluorophenyl)-1H-pyrrolo[2,3-b]pyridine-6-carbonyl)-3,3-dimethyl-piperazin-2-one